2-[(4-{6-[(4-chloro-2-fluorobenzyl)oxy]pyridin-2-yl}piperidin-1-yl)methyl]-1-[2-(1-methylpyrrolidin-2-yl)ethyl]-1H-benzimidazole-6-carboxylic acid ClC1=CC(=C(COC2=CC=CC(=N2)C2CCN(CC2)CC2=NC3=C(N2CCC2N(CCC2)C)C=C(C=C3)C(=O)O)C=C1)F